(R)-4-{2-[4-(2-(2,4-dimethyl-3-oxo-1,4-diazepan-1-yl)ethoxy)phenyl]quinolin-6-yl}-6-methyl-1-tosyl-1H-pyrrolo[2,3-c]pyridin-7(6H)-one C[C@H]1N(CCCN(C1=O)C)CCOC1=CC=C(C=C1)C1=NC2=CC=C(C=C2C=C1)C=1C2=C(C(N(C1)C)=O)N(C=C2)S(=O)(=O)C2=CC=C(C)C=C2